(6-fluoro-pyridin-3-yl)-N'-isopropyl-6-phenyl-[1,3,5]triazine-2,4-diamine FC1=CC=C(C=N1)NC1=NC(=NC(=N1)NC(C)C)C1=CC=CC=C1